6-(morpholin-4-yl)-4-{[cis-4-(pyrimidin-2-yloxy)cyclohexyl]oxy}pyrazolo[1,5-a]pyridine-3-carbonitrile N1(CCOCC1)C=1C=C(C=2N(C1)N=CC2C#N)O[C@@H]2CC[C@@H](CC2)OC2=NC=CC=N2